1-{[(2R,5R)-1-{2-[6-(1,1-Difluorobutyl)-3,3-dimethyl-1H,2H,3H-pyrrolo[3,2-c]pyridin-1-yl]-2-oxoethyl}-5-methylpiperazin-2-yl]methyl}pyrrolidin-2-one hydrochloride Cl.FC(CCC)(F)C1=CC2=C(C=N1)C(CN2C(CN2[C@H](CN[C@@H](C2)C)CN2C(CCC2)=O)=O)(C)C